FC(CN(C)C)(C=1SC2=C(N1)C=C(C=C2)B2OC(C(O2)(C)C)(C)C)F 2,2-difluoro-N,N-dimethyl-2-[5-(4,4,5,5-tetramethyl-1,3,2-dioxaborolan-2-yl)-1,3-benzothiazol-2-yl]ethanamine